FC1=NC=CC(=C1)C#CC=1N=C(N(C1C)C=1C=NC(=CC1)C)C(=O)N 4-[2-(2-fluoro-4-pyridinyl)ethynyl]-5-methyl-1-(6-methyl-3-pyridinyl)imidazole-2-carboxamide